ClC1=CC=C(CNC(=O)NC2CC3(C2)CN(CC3)C(C3=CC=C(C=C3)F)=O)C=C1 1-(4-chlorobenzyl)-3-(6-(4-fluorobenzoyl)-6-azaspiro[3.4]oct-2-yl)urea